S([O-])(O)(=O)=O.C[PH+](C)C trimethyl-phosphonium bisulfate